COC(=O)C=1N=NC(=CC1NCCC1=CC=CC=C1)Cl 6-chloro-4-(phenethylamino)pyridazine-3-carboxylic acid methyl ester